N2-cyclohexyl-N2-methyl-N4-[1-(propan-2-yl)-1H-pyrazolo[4,3-c]pyridin-6-yl]-6-(pyrrolidin-1-yl)pyrimidine-2,4-diamine C1(CCCCC1)N(C1=NC(=CC(=N1)NC1=CC2=C(C=N1)C=NN2C(C)C)N2CCCC2)C